(S)-N-[(1S)-1-(6-chloropyridin-2-yl)but-3-en-1-yl]-2-methylpropane-2-sulfinamide ClC1=CC=CC(=N1)[C@H](CC=C)N[S@@](=O)C(C)(C)C